CN(CCS(=O)(=O)O)C dimethyl-taurine